OC1CC(C1)C(=O)OCC1=CC=CC=C1 benzyl (1s,3s)-3-hydroxycyclobutane-1-carboxylate